4-(5-cyano-2-methoxyphenyl)-6-methyl-N-(5-(morpholinosulfonyl)-5,6-dihydro-4H-pyrrolo[3,4-d]thiazol-2-yl)nicotinamide C(#N)C=1C=CC(=C(C1)C1=CC(=NC=C1C(=O)NC=1SC2=C(N1)CN(C2)S(=O)(=O)N2CCOCC2)C)OC